4-(5-bromopyridin-2-yl)oxacyclohexane-4-carboxylic acid BrC=1C=CC(=NC1)C1(CCOCC1)C(=O)O